FC(CC)F 3,3-difluoropropane